2-(Azetidin-2-yl)-1-methyl-1H-imidazole N1C(CC1)C=1N(C=CN1)C